O=C1NC2=CC=C(C=C2C=C1C1=CC=C(C=C1)S(=O)(=O)N)C1=CC=C(C=C1)C1CCN(CC1)C(C)C 4-(2-oxo-6-{4-[1-(propan-2-yl)piperidin-4-yl]phenyl}-1,2-dihydro-quinolin-3-yl)benzene-1-sulfonamide